5-[4-(Difluoromethoxy)benzenesulfonyl]-N-[(4-fluorophenyl)methyl]-1H,2H,3H,4H,5H,6H-pyrrolo[3,4-c]pyrrole-2-carboxamide FC(OC1=CC=C(C=C1)S(=O)(=O)N1CC2=C(C1)CN(C2)C(=O)NCC2=CC=C(C=C2)F)F